N-cyclopentyl-1-[[5-[5-(trifluoromethyl)-1,2,4-oxadiazol-3-yl]-2-thienyl]methyl]pyrazole-4-carboxamide C1(CCCC1)NC(=O)C=1C=NN(C1)CC=1SC(=CC1)C1=NOC(=N1)C(F)(F)F